ethyl 3-fluoropyridine-2-carboxylate FC=1C(=NC=CC1)C(=O)OCC